N1(CCCCC1)C1CNCC1 3-(piperidin-1-yl)pyrrolidin